CC(C)OCC(COC1=CC(=C(C=C1)C1=NC(=NC(=N1)C1=C(C=C(C=C1)OCC(COC(C)C)O)O)NC1=CC=C(C=C1)C(=O)OCC)O)O 2,4-bis-[t-4-(3-(2-propyloxy)-2-hydroxypropyloxy)-2-hydroxylphenyl]-6-[4-(2-ethylcarboxyl)phenylamino]-1,3,5-triazine